CC1=C(OC2=C(C=C(C=C2C1=O)C)[C@@H](C)NC=1C(=NC(=CC1)C)C(=O)NNC(OC(C)(C)C)=O)C1=CC2=CN(N=C2C=C1)C tert-butyl N-[[3-[[(1R)-1-[3,6-dimethyl-2-(2-methylindazol-5-yl)-4-oxo-chromen-8-yl]ethyl]amino]-6-methyl-pyridine-2-carbonyl]amino]carbamate